N-palmitoyltaurine calcium salt [Ca+2].C(CCCCCCCCCCCCCCC)(=O)NCCS(=O)(=O)[O-].C(CCCCCCCCCCCCCCC)(=O)NCCS(=O)(=O)[O-]